BrC1=C(C=C(C2=C1CC(O2)CO)Cl)[N+](=O)[O-] (4-bromo-7-chloro-5-nitro-2,3-dihydrobenzofuran-2-yl)methanol